N-[3-(Trimethoxysilyl)propyl]-2-propenamide CO[Si](CCCNC(C=C)=O)(OC)OC